[Se](=O)([O-])([O-])=S selenite-sulfide